methyl tetradec-1-en-4-yl carbonate C(OC)(OC(CC=C)CCCCCCCCCC)=O